(2-((tertbutyldimethylsilyl)oxy)propane-1,3-diyl)diacrylamide C(C)(C)(C)[Si](OC(CC=CC(=O)N)CC=CC(=O)N)(C)C